C(C)(C)(C)OC(=O)N[C@H](C(=O)OC)CC=O methyl (S)-2-((tert-butoxycarbonyl) amino)-4-oxobutanoate